bis-[3-(p-toluenesulfonyl)phenyl]urea CC1=CC=C(C=C1)S(=O)(=O)C=1C=C(C=CC1)NC(NC1=CC(=CC=C1)S(=O)(=O)C1=CC=C(C)C=C1)=O